5-(1-cyclopropyl-2-methyl-1H-imidazo[4,5-b]pyridin-6-yl)-4-(3-fluoro-3-methylpyrrolidin-1-yl)-N-(1-methylpyrazol-4-yl)pyrrolo[2,1-f][1,2,4]triazin-2-amine C1(CC1)N1C(=NC2=NC=C(C=C21)C=2C=CN1N=C(N=C(C12)N1CC(CC1)(C)F)NC=1C=NN(C1)C)C